[Br-].C(=O)(O)CCCCC[P+](C1=CC=C(C=C1)C(F)(F)F)(C1=CC=C(C=C1)C(F)(F)F)C1=CC=C(C=C1)C(F)(F)F 5-carboxypentyl-tris[4-(trifluoromethyl)phenyl]phosphonium bromide